6-(5-(6-(4-methylpiperazin-1-yl)pyridin-3-yl)-1H-pyrrolo[2,3-b]pyridin-3-yl)imidazo[1,2-b]pyridazine CN1CCN(CC1)C1=CC=C(C=N1)C=1C=C2C(=NC1)NC=C2C=2C=CC=1N(N2)C=CN1